COC1=CC=C(CNC(CCC2N=C3N(C(=NC=4C=CC=CC34)SCC3=CC(=CC=C3)[N+](=O)[O-])C2=O)=O)C=C1 N-(4-Methoxybenzyl)-3-{5-[(3-Nitrobenzyl)Thio]-3-Oxo-2,3-Dihydroimidazo[1,2-C]Quinazolin-2-Yl}Propanamide